ClC1=CC=C(C(=O)C2=C(N(C3=CC(=CC=C23)O)CC2CCC2)CC(C(=O)OCC)(C)C)C=C1 ethyl 3-(3-(4-chlorobenzoyl)-1-(cyclobutylmethyl)-6-hydroxy-1H-indol-2-yl)-2,2-dimethylpropionate